4-BUTYLCYCLOHEXANE-1-CARBALDEHYDE C(CCC)C1CCC(CC1)C=O